NC1=NN2C(C=C(C=C2)C=2C=C(C(=NC2)OC)C(=O)NCC2=C(C=CC=C2)S(=O)(=O)N2CCCCCC2)=N1 5-{2-amino-[1,2,4]triazolo[1,5-a]pyridin-7-yl}-N-{[2-(azepane-1-sulfonyl)phenyl]methyl}-2-methoxypyridine-3-carboxamide